tert-butyl N-{2-[2-ethyl-7-({8-fluoro-2-methylimidazo[1,2-a]pyridin-6-yl}carbamoyl)indazol-4-yl]-5-methyl-1,3-dioxan-5-yl}carbamate C(C)N1N=C2C(=CC=C(C2=C1)C1OCC(CO1)(C)NC(OC(C)(C)C)=O)C(NC=1C=C(C=2N(C1)C=C(N2)C)F)=O